(3r,4s)-4-((5-chloro-4-methoxypyrrolo[2,1-f][1,2,4]triazin-2-yl)amino)-3-fluoropiperidine-1-carboxylic acid tert-butyl ester C(C)(C)(C)OC(=O)N1C[C@H]([C@H](CC1)NC1=NN2C(C(=N1)OC)=C(C=C2)Cl)F